COC=1C=C2CCN(CC2=CC1NC1=NC=C(C(=N1)NC1=CC(=CC=C1)C)C(=O)N)C 2-[(6-methoxy-2-methyl-1,2,3,4-tetrahydroisoquinolin-7-yl)amino]-4-[(3-methylphenyl)amino]pyrimidine-5-carboxamide